BrC1=CC2=C(N(C(=N2)C(=O)NC2(CCS(CC2)(=O)=O)C)C)C=C1 5-bromo-1-methyl-N-(4-methyl-1,1-dioxidotetrahydro-2H-thiopyran-4-yl)-1H-benzo[d]imidazole-2-carboxamide